3-(4-bromophenyl)-N-methylpropan-1-amine BrC1=CC=C(C=C1)CCCNC